BrC=1C=C2CCC(OC2=CC1)C1=CC(=CC=C1)F 6-bromo-2-(3-fluorophenyl)chromane